ClC=1C=C(C=CC1F)[C@@H](NC(=O)N1[C@@H](C(NCC1)=O)C)C=1C=NC(=C(C1)Cl)C(F)(F)F |o1:8| (2R)-N-((R or S)-(3-chloro-4-fluoro-phenyl)(5-chloro-6-(trifluoromethyl)pyridin-3-yl)methyl)-2-methyl-3-oxopiperazine-1-carboxamide